4-chloro-3-(6-(4-(difluoromethyl)phenyl)-5,7-difluoro-4-oxo-1,4-dihydroquinolin-2-yl)benzonitrile ClC1=C(C=C(C#N)C=C1)C=1NC2=CC(=C(C(=C2C(C1)=O)F)C1=CC=C(C=C1)C(F)F)F